3-((4'-chloro-[1,1'-biphenyl]-4-yl)methoxy)-N-hydroxyisoxazole-5-carboxamide ClC1=CC=C(C=C1)C1=CC=C(C=C1)COC1=NOC(=C1)C(=O)NO